OCCN1CCN(CC1)C1=CC=C(NC2=NC=CC(=N2)C=2C=C(C(=C(C#N)C2)OC2CCOCC2)OC)C=C1 5-[2-[4-[4-(2-Hydroxyethyl)piperazin-1-yl]anilino]pyrimidin-4-yl]-3-methoxy-2-(oxan-4-yloxy)benzonitrile